10-[(2-Methylprop-2-enoyl)oxy]decyl dihydrogen phosphat P(=O)(OCCCCCCCCCCOC(C(=C)C)=O)(O)O